(+-)-6-fluoro-chroman-2-carboxylic acid methyl ester COC(=O)[C@@H]1OC2=CC=C(C=C2CC1)F |r|